N,N,5-trimethyl-6-(4-(2-(methylthio)ethyl)phenyl)-[1,2,4]triazolo[1,5-a]pyrimidin-7-amine CN(C1=C(C(=NC=2N1N=CN2)C)C2=CC=C(C=C2)CCSC)C